NC=1C=C(C=CC1)N1N=C(C(=C1)C=1C=C2CCNC(C2=CC1)=O)[N+](=O)[O-] 6-[1-(3-aminophenyl)-3-nitro-pyrazol-4-yl]-3,4-dihydro-2H-isoquinolin-1-one